ClC1=CC=C(C=C1)C1=CC2=C(N=CN(C2=O)[C@H](CO)C(C)C)C(=N1)C1=CC(=CC=C1)Cl (S)-6-(4-chlorophenyl)-8-(3-chlorophenyl)-3-(1-hydroxy-3-methylbut-2-yl)pyrido[3,4-d]pyrimidin-4(3H)-one